(1r,4r)-4-((5-(2,6-dioxopiperidin-3-yl)-2H-indazol-2-yl)methyl)cyclohexane-1-carboxylic acid O=C1NC(CCC1C1=CC2=CN(N=C2C=C1)CC1CCC(CC1)C(=O)O)=O